4-(3-ethoxy-4-hydroxyphenyl)-2-butanol C(C)OC=1C=C(C=CC1O)CCC(C)O